O=C1NC(CCC1N1C(C2=CC=CC(=C2C1=O)N(CC=1N=NN(C1)C[C@H]1NCCC1)C)=O)=O 2-(2,6-Dioxopiperidin-3-yl)-4-(methyl((1-(((S)-pyrrolidin-2-yl)methyl)-1H-1,2,3-triazol-4-yl)methyl)amino)isoindoline-1,3-dione